(R)-(-)-1-t-butoxycarbonyl-2-pyrrolidinemethanol C(C)(C)(C)OC(=O)N1[C@H](CCC1)CO